4-(diphenylamino)phenyl-acenaphthene-1,2-dione C1(=CC=CC=C1)N(C1=CC=C(C=C1)C1=C2C(C(C=3C=CC=C(C=C1)C32)=O)=O)C3=CC=CC=C3